FC1=C2C=CNC2=CC(=C1OC=1C=CC(=C(C1)C=1NC(=CN1)[C@@]1(COC2=C1C=CC=C2CC(=O)O)C)F)F (R)-2-(3-(2-(5-((4,6-Difluoro-1H-indol-5-yl)oxy)-2-fluorophenyl)-1H-imidazol-5-yl)-3-methyl-2,3-dihydrobenzofuran-7-yl)acetic acid